tert-Butyl {1-[4-(8-fluoro-6-oxo-3,4,5,6-tetrahydro-1H-azepino[5,4,3-cd]indol-2-yl)benzyl]piperidin-4-yl}carbamate FC=1C=C2C=3C(=C(NC3C1)C1=CC=C(CN3CCC(CC3)NC(OC(C)(C)C)=O)C=C1)CCNC2=O